5-cyano-N-ethyl-N-(2,2,2-trifluoro-1-(4-(trifluoromethoxy)phenyl)ethyl)pyridine-3-sulfonamide C(#N)C=1C=C(C=NC1)S(=O)(=O)N(C(C(F)(F)F)C1=CC=C(C=C1)OC(F)(F)F)CC